N-((R)-1-(3-(difluoromethyl)-2-fluorophenyl)ethyl)-4-(((1R,5S,6s)-3-methyl-3-azabicyclo[3.1.0]hex-6-yl)amino)-1-((1R,2S)-2-methylcyclopropyl)-6-oxo-1,6-dihydropyridine-3-carboxamide FC(C=1C(=C(C=CC1)[C@@H](C)NC(=O)C1=CN(C(C=C1NC1[C@@H]2CN(C[C@H]12)C)=O)[C@H]1[C@H](C1)C)F)F